N1C(CCC2=CC=CC=C12)=O 3,4-dihydro-1H-chinolin-2-on